CC=1C=C(C=C(C1OCCCN1CCCC1)C)NC=1N=C(C2=C(N1)C=CS2)N2N=CCC2C2=CC=CC=C2 N-(3,5-dimethyl-4-(3-(pyrrolidin-1-yl)propoxy)phenyl)-4-(5-phenyl-4,5-dihydro-1H-pyrazol-1-yl)thieno[3,2-d]pyrimidin-2-amine